C1(C=CC(N1CCCC(=O)ON1C(CCC1=O)=O)=O)=O N-(4-maleimidobutyryl-oxy)-succinimide